(1-(((tert-butyldiphenylsilyl)oxy)methyl)-2,2-difluorocyclopropyl)methanol butaneoate C(CCC)(=O)OCC1(C(C1)(F)F)CO[Si](C1=CC=CC=C1)(C1=CC=CC=C1)C(C)(C)C